O=C1CC(OC1)C1=CN=C(S1)NC(OC(C)(C)C)=O tert-butyl (5-(4-oxotetrahydrofuran-2-yl)thiazol-2-yl)carbamate